NC(CNC1=CC=C(C=N1)C(=O)N(C)C)(C)C 6-[(2-amino-2-methylpropyl)amino]-N,N-dimethyl-3-pyridinecarboxamide